[2-Bromo-4-[[3-(3-fluoro-4-methoxy-phenyl)imidazo[1,2-a]pyrazin-8-yl]amino]phenyl]-[4-[2-(dimethylamino)ethyl]piperazin-1-yl]methanone formate C(=O)O.BrC1=C(C=CC(=C1)NC=1C=2N(C=CN1)C(=CN2)C2=CC(=C(C=C2)OC)F)C(=O)N2CCN(CC2)CCN(C)C